OC1=CC=C(C=C1)CC(C)C1=CC=C(C=C1)O 1,2-bis(4-hydroxyphenyl)propane